2,4-dimethoxy-o-phosphinophenol COC1(C(C=CC(=C1)OC)O)P